4-(1-(Aminomethyl)-4-oxo-5-vinyl-3,4-dihydropyrido[3,4-d]pyridazin-7-yl)-1-methyl-(1H-pyrazol-5-yl)-4-chloro-6-cyclopropoxy-3-fluorobenzonitrile NCC=1C2=C(C(NN1)=O)C(=NC(=C2)C2(C(=C(C(C#N)(C(=C2)OC2CC2)C)C2=CC=NN2)F)Cl)C=C